(4-tert-butylbenzoylamino)-6-chlorobenzofuran-2-carboxylic acid C(C)(C)(C)C1=CC=C(C(=O)NC2=C(OC3=C2C=CC(=C3)Cl)C(=O)O)C=C1